ClC1=C2C(=NC(=N1)Cl)N(N=C2CC)C2=CC=CC=C2 4,6-dichloro-3-ethyl-1-phenylpyrazolo[3,4-d]pyrimidine